1-tert-butyl-5-{[2-(2-methoxyethoxy)pyridin-4-yl]amino}-3-[4-(methylamino)phenyl]-1H-pyrazole-4-carboxamide C(C)(C)(C)N1N=C(C(=C1NC1=CC(=NC=C1)OCCOC)C(=O)N)C1=CC=C(C=C1)NC